3-[(2R,3R)-2-amino-3-methoxybutyl]-3-[4-(4-methylpent-1-yn-1-yl)phenyl]-1-[(1S)-1-phenylethyl]urea N[C@H](CN(C(N[C@@H](C)C1=CC=CC=C1)=O)C1=CC=C(C=C1)C#CCC(C)C)[C@@H](C)OC